2-(3-methoxy-7-((2-(trimethylsilyl)ethoxy)methyl)-3,4-dihydro-2H-pyrrolo[3',2':5,6]pyrido[2,3-b][1,4]oxazepin-1(7H)-yl)benzoate COC1CN(C2=C(OC1)N=C1C(=C2)C=CN1COCC[Si](C)(C)C)C1=C(C(=O)[O-])C=CC=C1